C(#N)C1=CN=C(S1)NC([C@@H](C)C=1C=C(C=CC1)C=1C=CC(=NC1)NC(\C=C\CN(C)C)=O)=O (S,E)-N-(5-(3-(1-((5-cyanothiazol-2-yl)amino)-1-oxopropan-2-yl)phenyl)pyridin-2-yl)4-(dimethylamino)but-2-enamide